C1([N+](=O)[O-])=C([O-])C([N+](=O)[O-])=CC([N+](=O)[O-])=C1[O-].[Ca+2].C(C1=CC(O)=C(O)C(O)=C1)(=O)C(=O)[C@](O)([C@@](O)([C@](O)([C@H](O)C(O)C(C1=CC(O)=C(O)C(O)=C1)=O)C(C1=CC(O)=C(O)C(O)=C1)=O)C(C1=CC(O)=C(O)C(O)=C1)=O)C(C1=CC(O)=C(O)C(O)=C1)=O 1,2,3,4,6-pentagalloyl-glucose Calcium Styphnat